OC(C(C(=O)N)(CC1=CC=CC=C1)OC)CCCCCC hydroxyl-methoxybenzyl-nonanamide